N-cyclohexyl-1,1-diphenylmethanimine-15N C1(CCCCC1)[15N]=C(C1=CC=CC=C1)C1=CC=CC=C1